NC1CC1 (3aR,4R,4aR,5aS,6S,6aS)-2-aminocyclopropan